2-(3-chloro-2-methylphenyl)isoindol-1-one tert-Butyl-((1s,4s)-4-(6-chloro-3-(methyl-d3)-2-oxo-2,3-dihydro-1H-imidazo[4,5-c]pyridin-1-yl)-1-methylcyclohexyl)carbamate C(C)(C)(C)N(C(O)=O)C1(CCC(CC1)N1C(N(C=2C=NC(=CC21)Cl)C([2H])([2H])[2H])=O)C.ClC=2C(=C(C=CC2)N2C(C1=CC=CC=C1C2)=O)C